2-(6-(methyl(2,2,6,6-tetramethylpiperidin-4-yl)amino)pyridazin-3-yl)-5-(4-nitro-1H-imidazol-2-yl)phenol CN(C1=CC=C(N=N1)C1=C(C=C(C=C1)C=1NC=C(N1)[N+](=O)[O-])O)C1CC(NC(C1)(C)C)(C)C